(S)-tert-butyl 1-(((S)-7-oxo-1-(5-(2-oxo-1,2-dihydroquinolin-6-yl)oxazol-2-yl)nonyl)carbamoyl)-6-azaspiro[2.5]octane-6-carboxylate O=C(CCCCC[C@@H](C=1OC(=CN1)C=1C=C2C=CC(NC2=CC1)=O)NC(=O)[C@H]1CC12CCN(CC2)C(=O)OC(C)(C)C)CC